2-(3-bromo-5-chlorophenyl)naphthalene BrC=1C=C(C=C(C1)Cl)C1=CC2=CC=CC=C2C=C1